(R)-2-((1-(2-fluoro-5-formylbenzoyl)pyrrolidin-3-yl)amino)-N,N-dimethylnicotinamide FC1=C(C(=O)N2C[C@@H](CC2)NC2=C(C(=O)N(C)C)C=CC=N2)C=C(C=C1)C=O